C(C)C(CC)(CC)N1C(N(CC1)C(CC)(CC)CC)=[Cu-2]Cl 1,3-bis(3-ethylpentan-3-yl)-4,5-dihydro-1H-imidazol-2-ylidenecopper(I) chloride